N[C@H](C=1N=C2N(C=CC(=N2)[C@@H](NC(CC(C(F)(F)F)C)=O)C2CC2)C1)C1CCC(CC1)(F)F N-{(S)-(2-((S)-amino(4,4-difluorocyclohexyl)methyl)imidazo[1,2-a]pyrimidin-7-yl)(cyclopropyl)methyl}-4,4,4-trifluoro-3-methylbutanamide